NC(CC(=O)N[C@@H](C)C(=O)N[C@@H](CC(N)=O)C(=O)N[C@@H](CC1=CNC=N1)C(=O)O)N diaminopropionyl-alanyl-asparaginyl-histidine